5-ETHYL-ISOXAZOLE-4-CARBOXYLIC ACID C(C)C1=C(C=NO1)C(=O)O